C(C=C)(=O)OCCCCC[Si](OCC)(OCC)C acryloxypentyl-methyl-diethoxysilane